CYCLOPROPYLHEPTADECANOIC ACID, METHYL ESTER C1(CC1)C(C(=O)OC)CCCCCCCCCCCCCCC